(1S*,2S*)-2-((3-((1-(4-chlorophenyl)-2-oxo-2-(6-(trifluoromethoxy)indolin-1-yl)ethyl)amino)-5-methoxyphenoxy)methyl)-2-fluorocyclopropanecarboxylic acid ClC1=CC=C(C=C1)C(C(N1CCC2=CC=C(C=C12)OC(F)(F)F)=O)NC=1C=C(OC[C@]2([C@@H](C2)C(=O)O)F)C=C(C1)OC |o1:30,31|